C(CCCCCC)C1=CC=C(C=C1)O 4-Heptyl-phenol